(R)-6-hydroxy-3-methyl-3,4-dihydronaphthalene-2-carbaldehyde OC=1C=C2C[C@H](C(=CC2=CC1)C=O)C